methyl N-(4-toluenesulfonyl)-2-aminoacrylate CC1=CC=C(C=C1)S(=O)(=O)NC(C(=O)OC)=C